4-(1-Cyclohexyl-4-(4-fluorophenyl)-1H-imidazol-5-yl)-N-(3-fluorobenzyl)pyrimidin-2-amine C1(CCCCC1)N1C=NC(=C1C1=NC(=NC=C1)NCC1=CC(=CC=C1)F)C1=CC=C(C=C1)F